3-Pentylamino-2-methylpropan C(CCCC)NCC(C)C